(3-bromo-6-(tetrahydro-2H-pyran-4-yl)pyridin-2-yl)methanamine BrC=1C(=NC(=CC1)C1CCOCC1)CN